4-(2-(((R)-((R and S)-7-(1-methyl-1H-pyrazol-4-yl)-2,3-dihydro-1H-pyrido[2,3-b][1,4]thiazin-3-yl)(phenyl)methyl)amino)ethyl)benzonitrile CN1N=CC(=C1)C1=CC2=C(S[C@H](CN2)[C@@H](C2=CC=CC=C2)NCCC2=CC=C(C#N)C=C2)N=C1 |&1:11|